(2R,3S,4R,5R)-5-cyano-2-((2-cyclohexylacetoxy)methyl)-4-hydroxy-5-(4-((R)-2-methylbutanamido)pyrrolo[2,1-f][1,2,4]triazin-7-yl)tetrahydrofuran-3-yl (S)-2-amino-3,3-dimethylbutanoate N[C@H](C(=O)O[C@@H]1[C@H](O[C@]([C@@H]1O)(C1=CC=C2C(=NC=NN21)NC([C@@H](CC)C)=O)C#N)COC(CC2CCCCC2)=O)C(C)(C)C